COC1=CC(=CC=2C=CC3(N(C4=CC=CC=C4C3(C)C)C)OC21)[N+](=O)[O-] 1',3'-dihydro-8-methoxy-1',3',3'-trimethyl-6-nitrospiro[2H-1-benzopyran-2,2'-(2H)-indole]